8-OXO-2'-DEOXYGUANOSIN O=C1N([C@H]2C[C@H](O)[C@@H](CO)O2)C2=NC(=NC(C2=N1)=O)N